6-hydroxydopamine hydrobromide salt Br.OC1=CC(=C(C=C1CCN)O)O